3-{[4-(4-Methoxyphenyl)-5-thioxo-4,5-dihydro-1H-1,2,4-triazol-3-yl]methyl}quinazolin-4(3H)-on COC1=CC=C(C=C1)N1C(=NNC1=S)CN1C=NC2=CC=CC=C2C1=O